22-(trityloxy)docosane-1,11,11-tricarboxylic acid C(C1=CC=CC=C1)(C1=CC=CC=C1)(C1=CC=CC=C1)OCCCCCCCCCCCC(CCCCCCCCCCC(=O)O)(C(=O)O)C(=O)O